4-((1-(4-(2-(2-Aminopyridin-3-yl)-3H-imidazo[4,5-b]pyridin-3-yl)benzyl)-4-methylpiperidin-4-yl)amino)pyrimidine-2-carbonitrile NC1=NC=CC=C1C1=NC=2C(=NC=CC2)N1C1=CC=C(CN2CCC(CC2)(C)NC2=NC(=NC=C2)C#N)C=C1